Cupric chloride [Cu](Cl)Cl